(R,Z)-3-bromo-N-(1-(2-methyl-3-(trifluoromethyl)phenyl)ethyl)-8,9-dihydropyrido[4,3-e]pyrrolo[1,2-a]pyrimidin-5(7H)-imine BrC1=CC=2/C(/N=C3N(C2C=N1)CCC3)=N/[C@H](C)C3=C(C(=CC=C3)C(F)(F)F)C